(-)-3-chloro-4-((3,5-difluoropyridin-2-yl)methoxy)-2'-(2-(2-hydroxypropan-2-yl)pyrimidin-4-yl)-5',6-dimethyl-2H-[1,4'-bipyridin] ClC=1CN(C(=CC1OCC1=NC=C(C=C1F)F)C)C1=CC(=NC=C1C)C1=NC(=NC=C1)C(C)(C)O